[Pd](Cl)Cl.C1(=CC=CC=C1)P([C-]1C=CC=C1)C1=CC=CC=C1.[C-]1(C=CC=C1)P(C1=CC=CC=C1)C1=CC=CC=C1.[Fe+2] 1,1'-di(Diphenylphosphino)ferrocene palladium dichloride